O1COC2=C1C=CC(=C2)/C=C/C(=O)N(C2=NC=CC=C2)C2CCCCC2 (E)-3-benzo[1,3]dioxol-5-yl-N-cyclohexyl-N-pyridin-2-yl-acrylamide